(R)-1-chloro-3-(2,6-dichloro-4-(2-(4-((S)-2-hydroxy-3-(1H-imidazol-1-yl)propoxy)phenyl)propan-2-yl)phenoxy)propan-2-yl acetate C(C)(=O)O[C@@H](CCl)COC1=C(C=C(C=C1Cl)C(C)(C)C1=CC=C(C=C1)OC[C@H](CN1C=NC=C1)O)Cl